ClC1=C(N=C(NC1=O)C1=C(N=CS1)C(F)(F)F)C1CCOCC1 5-chloro-4-tetrahydropyran-4-yl-2-[4-(trifluoromethyl)thiazol-5-yl]-1H-pyrimidin-6-one